NC1=C(C2=C(S1)C(=CC=C2C2=C(C=C1C(=NC(=NC1=C2F)OC[C@]21CCCN1C[C@@H](C2)F)N2CC(CCCC2)C#N)Cl)F)C#N 1-(7-(2-Amino-3-cyano-7-fluorobenzo[b]thiophen-4-yl)-6-chloro-8-fluoro-2-(((2R,7aS)-2-fluorotetrahydro-1H-pyrrolizin-7a(5H)-yl)methoxy)quinazolin-4-yl)azepane-3-carbonitrile